tert-Butyl (2-(3a-bromo-4,7-dimethyl-1,3,8-trioxo-5,6-diphenyl-3a,4,7,7a-tetrahydro-2H-4,7-methanoisoindol-2-yl)ethyl)carbamate BrC12C(N(C(C2C2(C(=C(C1(C2=O)C)C2=CC=CC=C2)C2=CC=CC=C2)C)=O)CCNC(OC(C)(C)C)=O)=O